Cl.FC(C=1C=CC(=NC1)CN)(F)F (5-(trifluoromethyl)pyridin-2-yl)methanamine hydrochloride